N-(tert-butoxycarbonyl)-L-valyl-N5-carbamoyl-N-[4-({[(4-nitrophenoxy)carbonyl]oxy}methyl)phenyl]-L-ornithinamide C(C)(C)(C)OC(=O)N[C@@H](C(C)C)C(=O)N[C@@H](CCCNC(N)=O)C(=O)NC1=CC=C(C=C1)COC(=O)OC1=CC=C(C=C1)[N+](=O)[O-]